N-(4-(trifluoromethyl)phenyl)-1,3,4-thiadiazol-2-amine FC(C1=CC=C(C=C1)NC=1SC=NN1)(F)F